FC=1C(=C(C=CC1F)C=1CO[C@](C1C)(C(F)(F)F)C)OC (R)-3-(3,4-difluoro-2-methoxyphenyl)-4,5-dimethyl-5-(trifluoromethyl)furan